BrC1=C(C=C2C(=CN=NC2=C1)C1CC1)F 7-bromo-4-cyclopropyl-6-fluorocinnoline